FC1=CC(=C(C=C1)N1[C@H]2CN([C@@H](C1)C2)C(=O)OC(C)(C)C)NC(=O)C=2C(N(C=CC2)C2=C(C=CC=C2OC)F)=O tert-butyl (1R,4R)-5-(4-fluoro-2-(1-(2-fluoro-6-methoxyphenyl)-2-oxo-1,2-dihydropyridine-3-carboxamido)phenyl)-2,5-diazabicyclo[2.2.1]heptane-2-carboxylate